C(CC)(=O)[O-].CN(C(=[NH+]C)N(C)C)C 1,1,2,3,3-pentamethylguanidinium propionate